3-{8-chloro-1-[trans-4-(pyridin-2-yloxy)cyclohexyl]-5,6-dihydro-4H-[1,2,4]triazolo[4,3-a][1]benzazepin-5-yl}-1,1-dimethylurea ClC=1C=CC2=C(CC(CC=3N2C(=NN3)[C@@H]3CC[C@H](CC3)OC3=NC=CC=C3)NC(N(C)C)=O)C1